FC1=CC=C(C=C1)NS(=O)(=O)C=1C=C(C(=O)NC2=CC(=CC=C2)[N+](=O)[O-])C=CC1 3-(N-(4-fluorophenyl)sulfamoyl)-N-(3-nitrophenyl)benzamide